NC1=NC(=CC(=N1)N1CCC2(C[C@H](NC2)C(=O)OCCC)CC1)O[C@@H](C(F)(F)F)C1=C(C=C(C=C1)C1=CC(=C(C=C1)C)C)N1N=C(C=C1)C (S)-propyl 8-(2-amino-6-((R)-1-(3',4'-dimethyl-3-(3-methyl-1H-pyrazol-1-yl)-[1,1'-biphenyl]-4-yl)-2,2,2-trifluoroethoxy)pyrimidin-4-yl)-2,8-diazaspiro[4.5]decane-3-carboxylate